1-(5-(3-chloro-4-isopropylphenyl)-2,3-dihydro-1H-inden-1-yl)piperidine-4-carboxylic acid ClC=1C=C(C=CC1C(C)C)C=1C=C2CCC(C2=CC1)N1CCC(CC1)C(=O)O